FC1=C2CCN(C2=CC=C1)C(=O)[O-] 4-fluoro-indoline-1-carboxylate